2,2-bis(4-isocyanatocyclohexyl)propane N(=C=O)C1CCC(CC1)C(C)(C)C1CCC(CC1)N=C=O